N-(6-(N-(4-(3-chloro-4-fluorophenyl)-5-cyclopropylthiazol-2-yl)sulfamoyl)-5-methylpyridin-3-yl)acetamide ClC=1C=C(C=CC1F)C=1N=C(SC1C1CC1)NS(=O)(=O)C1=C(C=C(C=N1)NC(C)=O)C